[Ag+].O1C(=O)C(=CC2=CC=CC=C12)C(=O)[O-] coumarincarboxylate silver (I)